N1(CCC1)C=1OC2=C(C=C(C=C2C(C1)=O)C)C(C)NC1=C(C(=O)O)C=CC=C1 2-[1-[2-(azetidin-1-yl)-6-methyl-4-oxo-chromen-8-yl]ethylamino]benzoic acid